3-ethyl-N-(4-methyl-2-oxo-3,4-dihydro-1H-quinolin-6-yl)pyridine-4-carboxamide C(C)C=1C=NC=CC1C(=O)NC=1C=C2C(CC(NC2=CC1)=O)C